ClCC1=CC=C(C=C1)N1C(=NC=2C1=NC(=CC2)C2CCC2)C=2C(=NC=CC2)N 3-(3-(4-(Chloromethyl)phenyl)-5-cyclobutyl-3H-imidazo[4,5-b]pyridin-2-yl)pyridin-2-amine